C=1(C(=CC=C2C3=CC=CC=C3C12)CO)CO biphenylenedimethanol